N-(4-((R)-3-hydroxypyrrolidin-1-yl)butyl)-3'-(3-((R)-3-hydroxypyrrolidin-1-yl)propoxy)-2,2'-dimethyl-[1,1'-biphenyl]-3-carboxamide O[C@H]1CN(CC1)CCCCNC(=O)C=1C(=C(C=CC1)C1=C(C(=CC=C1)OCCCN1C[C@@H](CC1)O)C)C